7-Chloro-2-(2-(2-oxobenzo[d][1,3]dioxolan-5-yl)ethyl)isoquinolin-1(2H)-one ClC1=CC=C2C=CN(C(C2=C1)=O)CCC1=CC2=C(OC(O2)=O)C=C1